C(C)OC=1C=CC(=C(C1)N1CCN(CC1)CC1=NC2=C(N1C)C=CC=C2)C=2N=NNN2 2-[[4-[5-ethoxy-2-(2H-tetrazol-5-yl)-phenyl]piperazin-1-yl]methyl]-1-meth-yl-benzimidazole